3-(5-(((1r,2s)-2-hydroxycyclopentyl)oxy)-1-oxoisoindolin-2-yl)piperidine-2,6-dione O[C@@H]1[C@@H](CCC1)OC=1C=C2CN(C(C2=CC1)=O)C1C(NC(CC1)=O)=O